8-((2,6-dimethoxybenzyl)sulfonyl)-1,3,7-trimethyl-1H-purine-2,6(3H,7H)-dione COC1=C(CS(=O)(=O)C2=NC=3N(C(N(C(C3N2C)=O)C)=O)C)C(=CC=C1)OC